(S)-4-((1-cyclopropyl-2-hydroxyethyl)amino)-2-((3,3-dimethyl-1-oxoisoindol-5-yl)amino)pyrimidine-5-carbohydrazide C1(CC1)[C@@H](CO)NC1=NC(=NC=C1C(=O)NN)NC=1C=C2C(NC(C2=CC1)=O)(C)C